(R)-3-(4-phenoxyphenyl)-4-(3-acrylamidopyrrolidin-1-yl)-5-fluoroindole-7-carboxamide O(C1=CC=CC=C1)C1=CC=C(C=C1)C1=CNC2=C(C=C(C(=C12)N1C[C@@H](CC1)NC(C=C)=O)F)C(=O)N